FC(OC1CCC(CC1)NC=1N=C(C2=C(N1)NC=C2C=2C=CC=1N(N2)C=CN1)NC)F N2-((1s,4s)-4-(difluoromethoxy)cyclohexyl)-5-(imidazo[1,2-b]pyridazin-6-yl)-N4-methyl-7H-pyrrolo[2,3-d]pyrimidine-2,4-diamine